2-(PIPERIDIN-4-YL)BENZO[D]THIAZOLE N1CCC(CC1)C=1SC2=C(N1)C=CC=C2